S(=O)(=O)([O-])[O-].[Na+].CCC.CCC.[Na+] dipropane sodium sulfate